CC1(OC2=C(C1)C(=CC=C2)[C@@H](C)NC(=O)N2[C@@H](CN(CC2)C2=C(C=NC=C2)F)C)C (R)-N-((R)-1-(2,2-Dimethyl-2,3-dihydrobenzofuran-4-yl)ethyl)-4-(3-fluoropyridin-4-yl)-2-methylpiperazine-1-carboxamide